NC=1NC(C=2N=CN(C2N1)[C@H]1[C@@H]([C@@H]([C@H](O1)CNC(C(C)C)=O)O)O)=O N-[[(2R,3S,4R,5R)-5-(2-amino-6-oxo-1H-purin-9-yl)-3,4-dihydroxy-tetrahydrofuran-2-yl]methyl]-2-methyl-propanamide